Octyl-dodecanol isostearate C(CCCCCCCCCCCCCCC(C)C)(=O)OC(CCCCCCCCCCC)CCCCCCCC